C(C)(C)(C)OC(=O)N1CCN(CC1)C1=C(C=C(C=C1)NCCCCCCSC1=CC=NC2=CC(=CC=C12)C(F)(F)F)CC1=CC=CC=C1 4-(2-Benzyl-4-((6-((7-(trifluoromethyl)quinolin-4-yl)thio)hexyl)amino)phenyl)piperazine-1-carboxylic acid tert-butyl ester